C(C)(C)(C)OC(=O)N1C(CNCC1)CC1CCNCC1 (4-piperidinylmethyl)piperazine-1-carboxylic acid tert-butyl ester